N1CCC(CC1)N1CCC(CC1)N1CC(C(C1)C(F)(F)F)C(=O)N [1-(4-piperidyl)-4-piperidyl]-4-(trifluoromethyl)pyrrolidin-3-carboxamid